N-(8-chloro-5-fluorochroman-4-yl)-3-((1-methyl-4-(5-(pyridin-4-yl)-4H-1,2,4-triazol-3-yl)piperidin-4-yl)amino)benzamide ClC=1C=CC(=C2C(CCOC12)NC(C1=CC(=CC=C1)NC1(CCN(CC1)C)C1=NN=C(N1)C1=CC=NC=C1)=O)F